tert-butyl (S)-2-(2-(1-(2-hydroxyethyl)-1H-pyrazole-4-carbonyl)-6-(3-methyl-1H-pyrrolo[2,3-b]pyridin-5-yl)-1,2,3,4-tetrahydroisoquinolin-8-yl)pyrrolidine-1-carboxylate OCCN1N=CC(=C1)C(=O)N1CC2=C(C=C(C=C2CC1)C=1C=C2C(=NC1)NC=C2C)[C@H]2N(CCC2)C(=O)OC(C)(C)C